N1=C(C=CC=C1)SSCCN 2-(pyridin-2-yldisulfanyl)ethane-1-amine